CC1=CC(=NN1)C1=CC(=C2C=CC=NC2=C1)C1(CC1)C1=C(C(=O)N)C=C(C=C1)OCC1N(CC1)C (1-(7-(5-methyl-1H-pyrazol-3-yl)quinolin-5-yl)cyclopropyl)-5-((1-methylazetidin-2-yl)methoxy)benzamide